(+)-1-(3-(Aminomethyl)phenyl)-N-(3-((cyclopropylmethylamino)(2-methoxynaphthalen-1-yl)methyl)phenyl)-3-(trifluoromethyl)-1H-pyrazole-5-carboxamide COC1=C(C2=CC=CC=C2C=C1)C(C3=CC(=CC=C3)NC(=O)C4=CC(=NN4C5=CC=CC(=C5)CN)C(F)(F)F)NCC6CC6